ClC1=C(C(=C(C=C1OC)OC)Cl)N1C(N(C2=C(C1)C=NC(=N2)N[C@H]2[C@H](COC2)NC(C=C)=O)C=2C=NN(C2)C)=S N-((3R,4S)-4-((6-(2,6-dichloro-3,5-dimethoxyphenyl)-8-(1-methyl-1H-pyrazol-4-yl)-7-thioxo-5,6,7,8-tetrahydropyrimido[4,5-d]pyrimidin-2-yl)amino)tetrahydrofuran-3-yl)acrylamide